OC1(CCN(CC1)C1=C2C=CC=NC2=C(C=C1)NS(=O)(=O)C1=CC=C(C=C1)C)C1=CC=CC=C1 N-(5-(4-hydroxy-4-phenylpiperidin-1-yl)quinolin-8-yl)-4-methylbenzenesulfonamide